BrC=C(C(F)F)F 1-bromo-2,3,3-trifluoropropene